FC(C1=CC=C(C=C1)SC=1C(=NC=CN1)C=1C=NC(=NC1)NC(OC(C)(C)C)=O)(F)F tert-butyl (5-(3-((4-(trifluoromethyl)phenyl)thio)pyrazin-2-yl)pyrimidin-2-yl)carbamate